C(C)(C)(C)OC(=O)C1=NC=CC=N1 Pyrimidine-2-carboxylic acid tert-butyl ester